2-formyl-5-methylpiperidine-1-carboxylic acid tert-butyl ester C(C)(C)(C)OC(=O)N1C(CCC(C1)C)C=O